BrC1=CC=C(C=N1)N1CCC(CC1)O 1-(6-bromo-3-pyridyl)piperidin-4-ol